NCCN(CCN1C(N(CC1)CCN(CCN(CC#N)CC#N)CCNCC#N)=O)CC#N 2,2'-((2-((2-(3-(2-((2-aminoethyl)(cyanomethyl)amino)ethyl)-2-oxoimidazolidin-1-yl)ethyl)(2-((cyanomethyl)amino)eth-yl)amino)ethyl)azanediyl)diacetonitrile